rac-2-((2,4-Dimethoxybenzyl)amino)-7,7,8-trimethyl-7,8-dihydro-5H-pyrano[4,3-b]pyridin-5-one COC1=C(CNC2=CC=C3C(=N2)[C@H](C(OC3=O)(C)C)C)C=CC(=C1)OC |r|